O1CC(C1)C=O oxetan-3-yl-formaldehyde